tert-Butyl (R)-3-chloro-1-(2,2-dimethylpyrrolidin-1-yl)-12-oxo-6a,7,9,10-tetrahydro-6H-pyrazino[2,1-c]pyrido[3,4-f][1,4]oxazepine-8(12H)-carboxylate ClC1=CC2=C(C(N3[C@@H](CO2)CN(CC3)C(=O)OC(C)(C)C)=O)C(=N1)N1C(CCC1)(C)C